ClC=1C(=CC(=NC1)N1[C@H](CN(C[C@@H]1C)C)C)N 5-chloro-2-((2S,6S)-2,4,6-trimethylpiperazin-1-yl)pyridin-4-amine